5-((3-(3-(((2-Chloro-[1,1'-biphenyl]-4-yl)methyl)amino)propanamido)-3-methylbutyl)amino)benzo[c][2,6]naphthyridine-8-carboxamide ClC1=C(C=CC(=C1)CNCCC(=O)NC(CCNC1=NC2=C(C3=CN=CC=C13)C=CC(=C2)C(=O)N)(C)C)C2=CC=CC=C2